O1CCOC2=C1C=CC(=C2)CC=2C=C(C=CC2CC)[C@H]2O[C@H](CCC2)CO (2S,3R,4R,5S,6R)-2-[3-(2,3-dihydro-benzo[1,4]dioxin-6-ylmethyl)-4-ethyl-phenyl]-6-hydroxymethyl-tetrahydropyran